C1(CC1)C1=C(C=C(C=N1)C1=NC(=C(C(=C1)N(C)CC1(CCCCC1)COC)N)N)C(F)(F)F 6'-Cyclopropyl-N4-{[1-(methoxymethyl)cyclohexyl]methyl}-N4-methyl-5'-(trifluoromethyl)[2,3'-bipyridin]-4,5,6-triamine